C(C)(C)(C)C=1N=NC=C(N1)C=1C(=CC2=C(N(C([C@H](CS2(=O)=O)NC(OC(C)(C)C)=O)=O)CC2=CC=C(C=C2)C#N)C1)F tert-butyl N-[(3R)-7-(3-tert-butyl-1,2,4-triazin-5-yl)-5-[(4-cyanophenyl)methyl]-8-fluoro-1,1,4-trioxo-2,3-dihydro-1λ6,5-benzothiazepin-3-yl]carbamate